1-(5Z,8Z,11Z,14Z-eicosatetraenoyl)-2-(13Z,16Z-docosadienoyl)-glycero-3-phosphocholine CCCCC/C=C\C/C=C\CCCCCCCCCCCC(=O)O[C@H](COC(=O)CCC/C=C\C/C=C\C/C=C\C/C=C\CCCCC)COP(=O)([O-])OCC[N+](C)(C)C